1-isopropyl-N-(6-(1-methyl-1H-pyrazol-4-yl)isoquinolin-3-yl)azetidine-3-carboxamide C(C)(C)N1CC(C1)C(=O)NC=1N=CC2=CC=C(C=C2C1)C=1C=NN(C1)C